O1C(C(C(C2=CC=CC=C12)O)O)C1=CC=CC=C1 flavane-3,4-diol